FC(C=1C=CC=2N(C1)C(=CN2)C2=CC=CC(=N2)N2CCN(CC2)C(=O)OC(C)(C)C)(F)F tert-Butyl 4-[6-[6-(trifluoromethyl)imidazo[1,2-a]pyridin-3-yl]-2-pyridyl]piperazine-1-carboxylate